2-butyltrithiocarbonate CC(CC)SC([S-])=S